6-[4-(2-hydroxy-3,4-dioxo-cyclobut-1-enyl)-phenyl]-pyrimidin OC1=C(C(C1=O)=O)C1=CC=C(C=C1)C1=CC=NC=N1